FC=1C=CC(=NC1)C(=O)N1[C@@H]2[C@@H]3C[C@@H](C1)C[C@H](C2)N3 (2R,3aS,6S,7aS)-4-(5-fluoropyridinoyl)octahydro-1H-2,6-methanopyrrolo[3,2-b]pyridine